C1(=CC=CC=C1)N(C1=CC=C(C=C1)C1=CC(C(C2=CC3=CC=CC=C3C=C12)=O)=O)C1=CC=CC=C1 4-(4-(diphenylamino)phenyl)anthracene-1,2-dione